[Cl-].CC1=C(C(=O)C2=CC=CC=C2)C=CC=C1 methylbenzophenone chloride